methoxybutyl mercaptopropionate SC(C(=O)OCCCCOC)C